4-(3H-[1,2,3]triazolo[4,5-b]pyridin-3-yl) 3-methyl (3S,4R)-3-methylbicyclo[4.1.0]heptane-3,4-dicarboxylate C[C@@]1(CC2CC2C[C@H]1C(=O)ON1N=NC=2C1=NC=CC2)C(=O)OC